Cl.FC(C=1N=CC(=NC1)N[C@@H]1C[C@@H](CC1)N)(F)F (1S,3R)-N1-(5-(trifluoromethyl)pyrazin-2-yl)cyclopentane-1,3-diamine hydrochloride